2-((2,2-difluoroethyl)(methyl)amino)-2-methylpropionaldehyde FC(CN(C(C=O)(C)C)C)F